NC(C(=O)N1CCNCC1)C1CCCCC1 4-(2-amino-2-cyclohexylacetyl)piperazin